4-methylenedimethoxybenzyl alcohol C=C1CC=C(C(OC)(OC)O)C=C1